ClC=1C(=NC(=NC1)NC1=CC(=CC(=C1)CN1C[C@@H](N[C@H](C1)C)C)C1CC1)C1=CNC2=CC(=CC=C12)C 5-chloro-N-(3-cyclopropyl-5-(((3S,5S)-3,5-dimethylpiperazine-1-yl)methyl)phenyl)-4-(6-methyl-1H-indole-3-yl)pyrimidine-2-amine